CC1=NOC(=C1C=1C=C2C(=NC1)N(C(=N2)C2=CC(=C(C=C2N2C(CCC2)=O)F)OC)C2CCC(CC2)O)C (S)-6-(6-(3,5-dimethylisoxazol-4-yl)-3-((1r,4S)-4-hydroxycyclohexyl)-3H-imidazo[4,5-b]pyridin-2-yl)-1-(3-fluoro-4-methoxyphenyl)pyrrolidin-2-one